(2S)-4-(cyclopropyl(4-(5,6,7,8-tetrahydro-1,8-naphthyridin-2-yl)butyl)amino)-2-((((6-fluoro-2,3-dihydro-1H-inden-1-yl)oxy)carbonyl)amino)butanoic acid C1(CC1)N(CC[C@@H](C(=O)O)NC(=O)OC1CCC2=CC=C(C=C12)F)CCCCC1=NC=2NCCCC2C=C1